NC1(CCC=2C1=NC=C(C2)Br)CO {7-amino-3-bromo-5H,6H-cyclopenta[b]pyridin-7-yl}methanol